5-[2-tert-butyl-5-phenyl-1H-imidazol-4-yl]-3-isobutyl-3H-imidazo[4,5-b]pyridin-2-ylamine dimesylate S(C)(=O)(=O)O.S(C)(=O)(=O)O.C(C)(C)(C)C=1NC(=C(N1)C1=CC=C2C(=N1)N(C(=N2)N)CC(C)C)C2=CC=CC=C2